methyl-4,5-dicyanoimidazole Lithium [Li].CC=1NC(=C(N1)C#N)C#N